tridecan-7-yl 6-((2-((4,4-bis(((Z)-oct-5-en-1-yl)oxy)butanoyl)oxy)ethyl)(((2-(dimethylamino)ethyl)thio)carbonyl)amino)hexanoate C(CCC\C=C/CC)OC(CCC(=O)OCCN(CCCCCC(=O)OC(CCCCCC)CCCCCC)C(=O)SCCN(C)C)OCCCC\C=C/CC